C(C)[C@H](CN1C=CC2=C1N=C(N=C2)NC=2C=NN(C2)CC(=O)O[C@@H]2C[C@H](N(C2)C)C(=O)OC)C(C)C methyl (2S,4R)-4-(2-(4-((7-((S)-2-ethyl-3-methylbutyl)-7H-pyrrolo[2,3-d]pyrimidin-2-yl)amino)-1H-pyrazol-1-yl)acetoxy)-1-methylpyrrolidine-2-carboxylate